C(C(C)C)O[Al](OCC(C)C)OCC(C)C tri-i-butoxyaluminum